(R)-2-(6-((3-fluoro-5-(1-methyl-1H-pyrazol-4-yl)benzyl)carbamoyl)-7H-purin-8-yl)pyrrolidine-1-carboxylic acid benzyl ester C(C1=CC=CC=C1)OC(=O)N1[C@H](CCC1)C1=NC2=NC=NC(=C2N1)C(NCC1=CC(=CC(=C1)C=1C=NN(C1)C)F)=O